NC1=NC(=CC(=N1)C1=CC(N(C=C1)CC1=CC=CC=C1)=O)C1=CC(=CC=C1)C(F)(F)F 4-(2-amino-6-(3-(trifluoromethyl)phenyl)pyrimidin-4-yl)-1-benzylpyridin-2(1H)-one